The molecule is a flavagline with a cyclopenta[bc]benzopyran skeleton isolated from the leaves of Aglaia forbesii. It exhibits antitubercular and antiviral activity. It has a role as a metabolite, an antitubercular agent and an antiviral agent. It is a member of methoxybenzenes, a member of benzamides, a bridged compound, a flavagline, a tertiary alcohol and a secondary alcohol. COC1=CC=C(C=C1)[C@]23[C@H]([C@@H]([C@]([C@H]2O)(C4=C(O3)C=C(C=C4OC)OC)O)C(=O)NCCCCNC(=O)C5=CC=CC=C5)C6=CC=CC=C6